N1=CN=CC(=C1)NC1NCC2=CC=CC=C12 (pyrimidin-5-ylamino)isoindolin